ClC1=CC(=C(C=C1)C1=CN=C(N=N1)SC)OCOC 6-(4-chloro-2-(methoxymethyloxy)phenyl)-3-(methylthio)-1,2,4-triazine